[Sb].[Te] tellurium-antimony